9,9',9'',9'''-(4-(4,6-diphenyl-1,3,5-triazin-2-yl)-6-(2,6-diphenylpyridin-4-yl)benzene-1,2,3,5-tetrayl)tetrakis(3-methyl-9H-carbazole) C1(=CC=CC=C1)C1=NC(=NC(=N1)C1=CC=CC=C1)C1=C(C(=C(C(=C1N1C2=CC=CC=C2C=2C=C(C=CC12)C)C1=CC(=NC(=C1)C1=CC=CC=C1)C1=CC=CC=C1)N1C2=CC=CC=C2C=2C=C(C=CC12)C)N1C2=CC=CC=C2C=2C=C(C=CC12)C)N1C2=CC=CC=C2C=2C=C(C=CC12)C